CN1C=NC(=C1)C(=O)N methyl-1H-imidazole-4-carboxamide